FC(C1=CC=C2C(=CC=NC2=C1)NC1=C2C=CNC2=C(C=C1)C)F 7-(difluoro-methyl)-N-(7-methyl-1H-indol-4-yl)quinolin-4-amine